ClC1=NC=C(C(=C1)C1=C(C=NC(=C1)C)C(=O)NC=1SC2=C(N1)CN(C2)C(=O)C2=NC(=NC=C2)OC)OC 2'-chloro-5'-methoxy-N-(5-(2-methoxypyrimidine-4-carbonyl)-5,6-dihydro-4H-pyrrolo[3,4-d]thiazol-2-yl)-6-methyl-[4,4'-bipyridine]-3-carboxamide